BrC1=CC=C2C=3C=CC(=CC3C(C2=C1)(CCCCCC)CCCCCC)C1=CC=C(C2=NSN=C21)C2=CC=C(C=C2)OC(C)CC 4-(7-bromo-9,9-dihexyl-9H-fluoren-2-yl)-7-(4-(sec-butoxy)phenyl)benzo[c][1,2,5]thiadiazole